[N-](S(=O)(=O)C(F)(F)C(F)(F)F)S(=O)(=O)C(F)(F)C(F)(F)F.C[N+]1(CCCC1)CCCCC 1-Methyl-1-pentylpyrrolidinium bis(pentafluoroethylsulfonyl)imide